5-[2-Fluoro-6-(propan-2-ylamino)pyridin-3-yl]-1-(oxetan-3-yl)pyrazole-4-carboxylic acid FC1=NC(=CC=C1C1=C(C=NN1C1COC1)C(=O)O)NC(C)C